C(C)(=O)N1CC2=C(CC1)N(N=C2N2CCCC1=CC(=C(C=C21)C(F)F)C=2C=NN(C2)C)C2CCC(CC2)=O 4-(5-acetyl-3-(7-(difluoromethyl)-6-(1-methyl-1H-pyrazol-4-yl)-3,4-dihydroquinolin-1(2H)-yl)-4,5,6,7-tetrahydro-1H-pyrazolo[4,3-c]pyridin-1-yl)cyclohexan-1-one